1-(4-bromo-2,6-dimethylbenzyl)-3-methylazetidin-3-ol BrC1=CC(=C(CN2CC(C2)(O)C)C(=C1)C)C